COC=1C=CC(=C2C(=CC=NC12)C=CC(=O)NCC1=CC=C(C=C1)OC)[N+](=O)[O-] 3-(8-methoxy-5-nitroquinolin-4-yl)-N-(4-methoxybenzyl)-acrylamide